2',9'-dimethyl-4'H-spiro[cyclopropane-1,6'-thieno[2,3-e][1,2,4]triazolo[3,4-c][1,4]oxazepine] CC1=CC2=C(N3C(C4(OC2)CC4)=NN=C3C)S1